(3-endo)-3-[3-cyano-5-(5-methyl-1,3-thiazol-2-yl)phenoxy]-8-azabicyclo[3.2.1]octane-8-carboxylic acid tert-butyl ester C(C)(C)(C)OC(=O)N1C2CC(CC1CC2)OC2=CC(=CC(=C2)C=2SC(=CN2)C)C#N